[S].[O].[Sn].FC(C1=NN(C=C1C1=NC(=NO1)C1=CC=C(C(=O)NC2=CC(=CC=C2)F)C=C1)C)F 4-(5-(3-(difluoromethyl)-1-methyl-1H-pyrazol-4-yl)-1,2,4-oxadiazole-3-yl)-N-(3-fluorophenyl)benzamide tin oxygen sulfur